C(#N)C=1C=NN2C1C(=CC(=C2)C=2C=NN(C2)C2CCN(CC2)C(=O)OC(C)(C)C)C=2C=NC(=CC2)F tert-butyl 4-(4-(3-cyano-4-(6-fluoropyridin-3-yl)pyrazolo[1,5-a]pyridin-6-yl)-1H-pyrazol-1-yl)piperidine-1-carboxylate